FC(C1=NN(C(=C1)C)C1=NC(=CC=C1CO)N1C=NC2=C1C=CC(=C2)NC2=CC1=C(N=N2)CCOC1)F [2-[3-(difluoromethyl)-5-methyl-pyrazol-1-yl]-6-[5-(7,8-dihydro-5H-pyrano[4,3-c]pyridazin-3-yl-amino)benzimidazol-1-yl]-3-pyridyl]methanol